(3S,5S,7S)-adamantan-1-ylcarbamic acid C12(CC3CC(CC(C1)C3)C2)NC(O)=O